COC=1C(=C(C)C=C(C1)OC)Cl 3,5-dimethoxy-2-chlorotoluene